C(C)(C)(C)OOC(C(C)C)=O tert-Butyl-peroxyisobutyrate